C(C)OC=1C=C(C=CC1N1CCOCC1)NC=1C=2N(C=C(N1)C1=CC=C3C=NNC3=C1)N=CN2 N-(3-ethoxy-4-morpholinophenyl)-6-(1H-indazol-6-yl)-[1,2,4]triazolo[1,5-a]pyrazin-8-amine